racemic-1-(5-(4-amino-6-(trifluoromethyl)nicotinoyl)-2-(2-chloro-4-cyclobutylphenyl)-2,3,4,5,5a,6,8,9-octahydro-7H-1,2,5,7-tetraazabenzo[cd]azulen-7-yl)prop-2-en-1-one NC1=CC(=NC=C1C(=O)N1CCC=2N(N=C3CCN(C[C@H]1C23)C(C=C)=O)C2=C(C=C(C=C2)C2CCC2)Cl)C(F)(F)F |r|